C(#N)C=1C=CC(=C(O[C@@H]2[C@@](CN(C2)S(=O)(=O)C2=C(C#N)C=C(C=C2)C(F)(F)F)(CO)O)C1)OC 2-(((3r,4s)-4-(5-cyano-2-methoxyphenoxy)-3-hydroxy-3-(hydroxymethyl)pyrrolidin-1-yl)sulfonyl)-5-(trifluoromethyl)benzonitrile